O=S1(CCN(CC1)C1=NC2=CC=C(C=C2C=N1)CN1C[C@H](CC1)OC=1C=C2CN(C(C2=CC1)=O)C1C(NC(CC1)=O)=O)=O 3-(5-(((S)-1-((2-(1,1-Dioxidothiomorpholino)quinazolin-6-yl)methyl)pyrrolidin-3-yl)oxy)-1-oxoisoindolin-2-yl)piperidine-2,6-dione